3-mercaptomethyl-1,5-dimercapto-2,4-dithiol SCC1SC(=C(S1)S)S